CC1(CC([N-]C(C1)=O)=O)C.[K+] potassium 4,4-dimethyl-2,6-dioxopiperidin-1-ide